7-bromo-6-methoxy-2-(methoxymethyl)-4-methyl-2H-benzo[b][1,4]oxazin-3(4H)-one BrC=1C(=CC2=C(OC(C(N2C)=O)COC)C1)OC